1-[3-chloro-2-(2-hydroxyethyl)phenyl]-3-(2-chloropyridin-4-yl)urea ClC=1C(=C(C=CC1)NC(=O)NC1=CC(=NC=C1)Cl)CCO